1-fluoro-3,5-dimethoxy-benzene FC1=CC(=CC(=C1)OC)OC